Ethyl 4-hydroxy-2-isopropylthiazole-5-carboxylate OC=1N=C(SC1C(=O)OCC)C(C)C